C(C)OC(=O)[C@H]1N([C@@H]1C(F)(F)F)CC1=CC=CC=C1 (2S,3S)-1-benzyl-3-(trifluoromethyl)aziridine-2-carboxylic acid ethyl ester